CC1(OB(OC1(C)C)C=1C=CC(=NC1)N1CCN(CC1)C(=O)OC(C)(C)C)C Tert-butyl 4-[5-(4,4,5,5-tetramethyl-1,3,2-dioxaborolan-2-yl)-2-pyridyl]piperazine-1-carboxylate